(S)-3-cyclopropyl-N1-((4-(6-ethyl-5-iodopyridin-2-yl)-1-methyl-1H-1,2,3-triazol-5-yl)methyl)propane-1,2-diamine TFA salt OC(=O)C(F)(F)F.C1(CC1)C[C@@H](CNCC1=C(N=NN1C)C1=NC(=C(C=C1)I)CC)N